COCCC1=C(SC=C1)S(=O)(=O)Cl (2-methoxyethyl)thiophene-2-sulfonyl chloride